sodium isooctene C(=C)(C)CC(C)(C)C.[Na]